N1,N1'-(ethane-1,2-diyl)bis(propane-1,3-diamine) C(CNCCCN)NCCCN